(E)-4-Allylidene-3-(4-fluorophenyl)-1-phenylnonan-1-one C(/C=C)=C(\C(CC(=O)C1=CC=CC=C1)C1=CC=C(C=C1)F)/CCCCC